N-(cyclopropylmethyl)-N-(4-(trifluoromethoxy)phenyl)piperidine-1-carboxamide C1(CC1)CN(C(=O)N1CCCCC1)C1=CC=C(C=C1)OC(F)(F)F